4-[2,3-difluoro-4-(trifluoromethyl)phenyl]-6,7-dimethyl-2-[(2R,4S)-2-(1-cyclopropyl-pyrazol-4-yl)tetrahydropyran-4-yl]pteridine FC1=C(C=CC(=C1F)C(F)(F)F)C1=NC(=NC2=NC(=C(N=C12)C)C)[C@@H]1C[C@@H](OCC1)C=1C=NN(C1)C1CC1